aminosulfonic acid nickel [Ni].NS(=O)(=O)O